COC=1C(=NSC1CCC)C(=O)O 4-methoxy-5-propyl-isothiazole-3-carboxylic acid